C1[C@H](O1)CO (R)-(+)-Oxirane-2-methanol